2-(4-(2-(7,8-dimethyl-[1,2,4]triazolo[1,5-a]pyridin-6-yl)-3-isopropyl-1-(methylglycinyl)-1H-indol-5-yl)piperidin-1-yl)acetamide ditrifluoroacetate FC(C(=O)O)(F)F.FC(C(=O)O)(F)F.CC1=C(C=2N(C=C1C=1N(C3=CC=C(C=C3C1C(C)C)C1CCN(CC1)CC(=O)N)C(CNC)=O)N=CN2)C